4-(5-(2-chloro-5-(methoxycarbonyl)-3-nitrophenoxy)-2-methylpent-3-yn-2-yl)piperazine-1-carboxylic acid tert-butyl ester C(C)(C)(C)OC(=O)N1CCN(CC1)C(C)(C#CCOC1=C(C(=CC(=C1)C(=O)OC)[N+](=O)[O-])Cl)C